(2S,3S)-ethyl 3-((2-bromo-6-(5-cyclopropylthiophen-2-yl)-5-fluoropyrimidin-4-yl)amino)bicyclo[2.2.2]octane-2-carboxylate BrC1=NC(=C(C(=N1)N[C@@H]1[C@H](C2CCC1CC2)C(=O)OCC)F)C=2SC(=CC2)C2CC2